5-benzyl-N-((1aS,2S,8bR)-4-methyl-3-oxo-1,1a,2,3,4,8b-hexahydrocyclopropa[d]pyrido[2,3-b]azepin-2-yl)-1,3,4-oxadiazole-2-carboxamide C(C1=CC=CC=C1)C1=NN=C(O1)C(=O)N[C@H]1[C@@H]2[C@H](C3=C(N(C1=O)C)N=CC=C3)C2